(tetrahydrofuran-2-yl)-methylamine O1C(CCC1)NC